Cl.FC1=CC(=CC2=C1OC(CO2)C2=CC=C(C=C2)C(F)(F)F)CN (8-fluoro-2-(4-(trifluoromethyl)phenyl)-2,3-dihydrobenzo[b][1,4]dioxin-6-yl)methylamine hydrochloride